2-{4-[(tert-Butoxy)carbonyl]piperazin-1-yl}-1,3-thiazole-4-carboxylic acid C(C)(C)(C)OC(=O)N1CCN(CC1)C=1SC=C(N1)C(=O)O